N1(CCC1)CCCS 3-(azetidin-1-yl)propane-1-thiol